BrC=1C=CC(=C(N)C1)C1=CC=NN1C 5-bromo-2-(1-methyl-1H-pyrazol-5-yl)aniline